1'-(5-methyl-2-(methylamino)quinoline-7-carbonyl)-2-(1-methylcyclopropyl)-5H-spiro[benzo[d]thiazole-6,4'-piperidin]-4(7H)-one CC1=C2C=CC(=NC2=CC(=C1)C(=O)N1CCC2(CC1)CC1=C(N=C(S1)C1(CC1)C)C(C2)=O)NC